FC=1C=C(C(=NC1)OC)\C=N\[S@](=O)C(C)(C)C (R,E)-N-((5-fluoro-2-methoxypyridin-3-yl)methylene)-2-methylpropane-2-sulfinamide